(2S,4r)-N-[[1-(tert-butylaminosulfonyl)cyclopropyl]methyl]-1-[(2S)-2-(4-cyclopropyltriazol-1-yl)-3,3-dimethyl-butyryl]-4-hydroxy-pyrrolidine-2-carboxamide C(C)(C)(C)NS(=O)(=O)C1(CC1)CNC(=O)[C@H]1N(C[C@@H](C1)O)C([C@H](C(C)(C)C)N1N=NC(=C1)C1CC1)=O